C(C)(=O)C=1C(=CC(=C(C(=O)OC)C1)O)F Methyl 5-acetyl-4-fluoro-2-hydroxybenzoate